C1CCC2=CC(=CC=C12)NC1=NC(=NC2=CC=C(C=C12)NC(C1=CC=C(C=C1)C)=O)C1=CC=CC2=CC=CC=C12 N-(4-((2,3-dihydro-1H-inden-5-yl)amino)-2-(naphthalen-1-yl)quinazolin-6-yl)-4-methylbenzamide